2-amino-1-phenyl-1,3-propanediol ditrimethylphenylglyoxylate CC1=C(C(=C(C=C1)C(C(=O)OC(C(COC(C(=O)C1=C(C(=C(C=C1)C)C)C)=O)N)C1=CC=CC=C1)=O)C)C